tert-butyl (S)-3-((8-methoxyquinolin-3-yl)(methyl)amino)pyrrolidine-1-carboxylate COC=1C=CC=C2C=C(C=NC12)N([C@@H]1CN(CC1)C(=O)OC(C)(C)C)C